IC1=NC=2CCCC3(OCCO3)C2C=C1O 2-iodo-7,8-dihydro-6H-spiro[quinoline-5,2'-[1,3]dioxolan]-3-ol